COC1=CC2=C(OCCN2)C=C1N1N=C(C=2C=NC(=CC21)C=2C=NN1C2N=CC=C1)NC 1-(6-methoxy-3,4-dihydro-2H-benzo[b][1,4]oxazin-7-yl)-N-methyl-6-(pyrazolo[1,5-a]pyrimidin-3-yl)-1H-pyrazolo[4,3-c]pyridin-3-amine